racemic-3-(2-amino-[1,2,4]triazolo[1,5-a]pyridin-7-yl)-6-chloro-2-fluoro-N-((1-((4-fluorophenyl)(hydroxy)methyl)cyclopropyl)methyl)benzamide NC1=NN2C(C=C(C=C2)C=2C(=C(C(=O)NCC3(CC3)[C@H](O)C3=CC=C(C=C3)F)C(=CC2)Cl)F)=N1 |r|